BrC1=C(C=C(C=C1)N1C(CCC1)=O)COC 1-(4-bromo-3-(methoxymethyl)phenyl)pyrrolidin-2-one